COC1=C(N)C=CC(=C1)OC1CCN(CC1)C 2-methoxy-4-[(1-methyl-4-piperidinyl)oxy]Aniline